C12COCC(CC1)N2C2=C(SC=C2)CNCCC2(CCOC1(CCCC1)C2)C2=NC=CC=C2 N-((3-(3-oxa-8-azabicyclo[3.2.1]oct-8-yl)thiophen-2-yl)methyl)-2-(9-(pyridin-2-yl)-6-oxaspiro[4.5]decan-9-yl)ethanamine